CN1N=CC2=C1C(N(N=C2C)CC(=O)N[C@@H](C)C2=C(C=C(C=C2)C)F)=O (S)-2-(1,4-Dimethyl-7-oxo-1,7-dihydro-6H-pyrazolo[3,4-d]pyridazin-6-yl)-N-(1-(2-fluoro-4-methylphenyl)ethyl)acetamid